6-chloro-4-(ethylamino)nicotinic acid ClC1=NC=C(C(=O)O)C(=C1)NCC